NC=1C=2O[C@@H](C=3C=C(C=CC3C3=NN(C=C3CC=3ON=C(C3C(=CN1)C2)C#N)C)F)C (19R)-22-amino-16-fluoro-10,19-dimethyl-5,20-dioxa-4,10,11,23-tetraazapentacyclo[19.3.1.02,6.08,12.013,18]pentacosa-1(24),2(6),3,8,11,13(18),14,16,21(25),22-decaene-3-carbonitrile